N-[(3R)-1-{5-[3-(2,6-difluorophenyl)-5-methylpyrazin-2-yl]-5-(fluoromethyl)-4,5-dihydro-1,2-oxazol-3-yl}-4,4-difluoropyrrolidin-3-yl]methanesulfonamide FC1=C(C(=CC=C1)F)C=1C(=NC=C(N1)C)C1(CC(=NO1)N1C[C@H](C(C1)(F)F)NS(=O)(=O)C)CF